1-(3-((2-(4-methoxyphenyl)quinolin-4-yl)amino)propyl)piperidin-4-ol COC1=CC=C(C=C1)C1=NC2=CC=CC=C2C(=C1)NCCCN1CCC(CC1)O